BrCC=1C=C(C(=O)OCC)C=CC1CBr ethyl 3,4-bis(bromomethyl)benzoate